(R)-1-methylpiperidine-2-carboxylic acid CN1[C@H](CCCC1)C(=O)O